5-(pyrazolo[1,5-a]pyrimidin-5-yl)-7H-pyrrolo[2,3-d]pyrimidine N1=CC=C2N1C=CC(=N2)C2=CNC=1N=CN=CC12